1-(Dimethylcarbamoyl)-3-(5-{[(4-fluorophenyl)methyl]amino}-1-(thiophen-3-carbonyl)-1H-pyrazol-3-yl)-4-methylpiperidin CN(C(=O)N1CC(C(CC1)C)C1=NN(C(=C1)NCC1=CC=C(C=C1)F)C(=O)C1=CSC=C1)C